C(C)(C)(C)OC(=O)N1[C@](CCC1)(C(=O)O)C (R)-1-(t-butoxycarbonyl)-2-methylproline